COC(C1=C(C=C(C=C1)NC(=O)C1CC1)N1CC(CC1)C)=O 4-(cyclopropanecarbonylamino)-2-(3-methylpyrrolidin-1-yl)benzoic acid methyl ester